C1=CC=CC=2C3=CC=CC=C3C(C12)COC(=O)N[C@@H](C(=O)N[C@@H](C(=O)O)CC1=CC=C(C=C1)C1=CC=CC=C1)CNC(=O)OC(C)(C)C (R)-2-((R)-2-((((9H-fluoren-9-yl)methoxy)carbonyl)amino)-3-((tert-butoxycarbonyl)amino)propanamido)-3-([1,1'-biphenyl]-4-yl)propanoic acid